C1CC12CCCCC2 spiro[2.5]octan